C(#N)C1=C(C=CC=C1)[C@@H](C)NC(=O)C=1C=C2CN(C(C2=CC1)=O)C1C(NC(CC1)=O)=O N-((R)-1-(2-cyanophenyl)ethyl)-2-(2,6-dioxopiperidin-3-yl)-1-oxoisoindoline-5-carboxamide